N1C(=CC2=CC=CC=C12)C1=NC(=NC=C1)NN(N=CC1=CC=CC=C1)C(C1=CC=CC=C1)=O (4-indolylpyrimidin-2-ylamino)-N'-benzylidenebenzoyl-hydrazine